3,3'-dithiobis(propane-1,2-dithiol) C(C(CSSCC(CS)S)S)S